C[C@@H](COC1=CC=C(C=C1)[C@H](CC(=O)O)C#CC)C(C)C |&1:1| (3S)-3-{4-[(2R/S)-2,3-dimethylbutoxy]phenyl}hex-4-ynoic acid